BrC=1C(=C(C=CC1)S(=O)(=N[Si](C)(C)C(C)(C)C)NCC(=O)OC)F methyl 2-[[S-(3-bromo-2-fluoro-phenyl)-N-[tert-butyl(dimethyl)silyl]sulfonimidoyl]amino]acetate